The molecule is a member of the class of 7-hydroxyisoflavones that is 7-hydroxyisoflavone which is substituted by an additional hydroxy group at position 5 and a methoxy group at position 4'. A phytoestrogen, it has putative benefits in dietary cancer prophylaxis. It has a role as a phytoestrogen, a plant metabolite, an EC 3.5.1.99 (fatty acid amide hydrolase) inhibitor, a tyrosine kinase inhibitor and an antineoplastic agent. It is a member of 7-hydroxyisoflavones and a member of 4'-methoxyisoflavones. It is a conjugate acid of a biochanin A(1-). COC1=CC=C(C=C1)C2=COC3=CC(=CC(=C3C2=O)O)O